3-methyl-1,2-thiazol-5-amine Hydrochloride Cl.CC1=NSC(=C1)N